N-((1r,4r)-4-(2-methoxyethoxy)cyclohexyl)-2,6-di(thiazol-5-yl)pyrimidine-4-carboxamide COCCOC1CCC(CC1)NC(=O)C1=NC(=NC(=C1)C1=CN=CS1)C1=CN=CS1